N-(4-methoxyphenyl)-1-methyl-9-(1,2,3,6-tetrahydropyridin-4-yl)-6,7-dihydro-5H-benzo[c][1,2,3]triazolo[1,5-a]azepin-7-amine 2,2,2-trifluoroacetate FC(C(=O)O)(F)F.COC1=CC=C(C=C1)NC1C2=C(C=3N(CC1)N=NC3C)C=CC(=C2)C=2CCNCC2